BrC1=C(C2=C(N(C=N2)C2CCOCC2)C=C1)OC 5-Bromo-4-methoxy-1-(tetrahydro-2H-pyran-4-yl)-1H-benzo[d]imidazole